11-pentadecene-15-lactone C1(CCCCCCCCCC=CCCCO1)=O